6-chloro-2-(methylsulfanyl)pyrimidin ClC1=CC=NC(=N1)SC